FC=1C=C(C=C(C1)F)C1=NO[C@](C1)(C(=O)N[C@H]1C[C@H](OC1)C(=O)OC)C=C methyl (2s,4s)-4-[[(5S)-3-(3,5-difluorophenyl)-5-vinyl-4H-isoxazole-5-carbonyl] amino]-tetrahydrofuran-2-carboxylate